(R)-3-(tert-butyl)-N-(1-(4-(5-(5-(4-fluoropiperidin-4-yl)pyridin-2-yl)-1H-pyrazolo[3,4-b]pyridin-3-yl)-2-methylphenyl)ethyl)-1,2,4-oxadiazole-5-carboxamide hydrochloride Cl.C(C)(C)(C)C1=NOC(=N1)C(=O)N[C@H](C)C1=C(C=C(C=C1)C1=NNC2=NC=C(C=C21)C2=NC=C(C=C2)C2(CCNCC2)F)C